(E)-2-(4-bromo-3-chlorobut-1-en-1-yl)naphthalene BrCC(/C=C/C1=CC2=CC=CC=C2C=C1)Cl